5-(5-(cyclopropylcarbamoyl)-2-methylphenyl)-2-((1-hydroxy-2-methylpropan-2-yl)amino)-N-(1-hydroxypropan-2-yl)nicotinamide C1(CC1)NC(=O)C=1C=CC(=C(C1)C=1C=NC(=C(C(=O)NC(CO)C)C1)NC(CO)(C)C)C